(S)-N-(4-(((8-bromo-2-(2-(hydroxymethyl)pyrrolidin-1-yl)pyrazolo[1,5-a][1,3,5]triazin-4-yl)amino)methyl)phenyl)propanamide BrC=1C=NN2C1N=C(N=C2NCC2=CC=C(C=C2)NC(CC)=O)N2[C@@H](CCC2)CO